(R)-3-(3-fluoro-4-(6-(2-ethyl-2H-tetrazol-5-yl)pyridin-3-yl)phenyl)-5-(1-hydroxy-2,2-difluoro-ethyl)oxazolidin-2-one phosphate P(=O)(O)(O)O.FC=1C=C(C=CC1C=1C=NC(=CC1)C=1N=NN(N1)CC)N1C(O[C@H](C1)C(C(F)F)O)=O